3-(4-(benzyloxy)-3-fluoro-2-methoxyphenyl)-4,5-dimethyl-5-(trifluoromethyl)furan-2(5H)-one C(C1=CC=CC=C1)OC1=C(C(=C(C=C1)C=1C(OC(C1C)(C(F)(F)F)C)=O)OC)F